FC1=C(C=CC=C1F)C1=NN(C2=NC(=CN=C21)N2CC1C(C1CC2)(C=2SC=C(N2)C)CNC(OCC2=CC=CC=C2)=O)C2OCCCC2 Benzyl ((3-(3-(2,3-difluorophenyl)-1-(tetrahydro-2H-pyran-2-yl)-1H-pyrazolo[3,4-b]pyrazin-6-yl)-7-(4-methylthiazol-2-yl)-3-azabicyclo[4.1.0]heptan-7-yl)methyl)carbamate